C1(=CC=CC=C1)[Si](CC(C(=O)O)(C1=CC=CC=C1)C1=CC=CC=C1)(C1=CC=CC=C1)C1=CC=CC=C1 3-(triphenylsilyl)-2,2-diphenylpropionic acid